N1=C(C=CC=C1)NC=1NC(C=2N=CNC2N1)=O 2-(pyridin-2-ylamino)-1,9-dihydro-6H-purin-6-one